OC(C(=O)C1=CCC(C=C1)=CC)(C)C 2-hydroxy-2-methyl-1-(4-ethylidenephenyl)propan-1-one